(S)-3-amino-N-((1S,9S)-9-ethyl-5-fluoro-9-hydroxy-4-methyl-10,13-dioxo-2,3,9,10,13,15-hexahydro-1H,12H-benzo[de]pyrano[3',4':6,7]indolizino[1,2-b]quinolin-1-yl)butanamide N[C@H](CC(=O)N[C@H]1CCC=2C=3C1=C1C(=NC3C=C(C2C)F)C2=CC3=C(C(N2C1)=O)COC([C@]3(O)CC)=O)C